(S)-(6-(3-methyl-1H-pyrrolo[2,3-b]pyridin-5-yl)-8-(pyrrolidin-2-yl)-3,4-Dihydroisoquinolin-2(1H)-yl)(5-methylpyrazin-2-yl)methanone CC1=CNC2=NC=C(C=C21)C=2C=C1CCN(CC1=C(C2)[C@H]2NCCC2)C(=O)C2=NC=C(N=C2)C